OC1=C(C(=O)O)C(=CC(=C1)O)\C=C\CCCC(CCCC(C)O)=O (E)-2,4-dihydroxy-6-(10-hydroxy-6-oxo-1-undecen-1-yl)benzoic acid